1-(4-carboxyphenyl)-4,4'-bipyridine C(=O)(O)C1=CC=C(C=C1)N1CC=C(C=C1)C1=CC=NC=C1